OC(CC1=CNC2=CC=CC=C12)CO 3-(2,3-Dihydroxypropyl)indole